5-(4-(bis(4-hydroxyphenyl)methyl)piperazine-1-carbonyl)-2-(2,6-dioxopiperidin-3-yl)isoindoline-1,3-dione OC1=CC=C(C=C1)C(N1CCN(CC1)C(=O)C=1C=C2C(N(C(C2=CC1)=O)C1C(NC(CC1)=O)=O)=O)C1=CC=C(C=C1)O